ClC=1C=C2C(=NN1)NC[C@@]1(N2C[C@@H](C1)OC=1C=C2CCN(C(C2=CC1)C)C(=O)OC(C)(C)C)C(F)F tert-butyl 6-(((6aR,8R)-2-chloro-6a-(difluoromethyl)-5,6,6a,7,8,9-hexahydro-pyrrolo[1',2':4,5]pyrazino[2,3-c]pyridazin-8-yl)oxy)-1-methyl-3,4-dihydroisoquinoline-2(1H)-carboxylate